ClC=1C(=C2N=C(N=C3C2=C([C@@H](C[C@H]2COCCCN32)C)N1)SCC)F (4R,5aS)-2-chloro-12-(ethylthio)-1-fluoro-4-methyl-4,5,5a,6,9,10-hexahydro-8H-7-oxa-3,10a,11,13-tetraazanaphtho[1,8-ab]heptalene